C(CCC(C)C)C1=CC=C(C=C1)S(=O)(=O)N1C=C(C2=CC=CC=C12)/C=C/C(=O)C1=CC=CC=C1 (E)-3-(1-((4-isohexylphenyl)sulfonyl)-1H-indol-3-yl)-1-phenylprop-2-en-1-one